ClC=1C=C2CCCN(C2=C(C1)C1=C2C(=NC=C1)C=C(S2)CO)C2CN(CC2)C(=O)OC(C)(C)C tert-butyl 3-(6-chloro-8-(2-(hydroxymethyl)thieno[3,2-b]pyridin-7-yl)-3,4-dihydroquinolin-1(2H)-yl)pyrrolidine-1-carboxylate